pinoleyl alcohol C12(C(CCC(C1(C)C)C2)C)CCCCCCCC\C=C/CCCCCCCCO